3-{5-chloro-1-methylpyrrolo[2,3-c]pyridin-2-yl}-2-cyclopropoxypyridine ClC=1C=C2C(=CN1)N(C(=C2)C=2C(=NC=CC2)OC2CC2)C